COC(=O)C1=NN(C(=N1)SC)C 1-methyl-5-methylthio-1,2,4-triazole-3-carboxylic acid methyl ester